C1(CC1)C1=CC(=C(C=C1)C1CC2(CN(C2)C(=O)C2CC(C2)(C)O)C1)C (6-(4-Cyclopropyl-2-methylphenyl)-2-azaspiro[3.3]heptan-2-yl)((1s,3s)-3-hydroxy-3-methylcyclobutyl)methanone